OC1=C(C(=C(C(=O)N)C=C1)I)I hydroxydiiodobenzamide